tert-butyl (5-(2-morpholinoethoxy)thiazolo[5,4-b]pyridin-2-yl)carbamate O1CCN(CC1)CCOC1=CC=C2C(=N1)SC(=N2)NC(OC(C)(C)C)=O